2-(tert-Butyl) 4-ethyl 5-(2,4-dichlorophenyl)-5,6-dihydro-2H-1,2,6-thiadiazine-2,4-dicarboxylate 1,1-dioxide ClC1=C(C=CC(=C1)Cl)C1C(=CN(S(N1)(=O)=O)C(=O)OC(C)(C)C)C(=O)OCC